N(=[N+]=[N-])CC1=CC=C(C=C1)N1N=C(C=C1C)C(F)(F)F 1-[4-(azidomethyl)phenyl]-5-methyl-3-(trifluoromethyl)pyrazole